vinyl di(trimethylsilyl) phosphate P(=O)(OC=C)(O[Si](C)(C)C)O[Si](C)(C)C